N=1C=NN2C1C=C(C=C2)OC2=C(C(=C(C=C2)NC=2C1=C(N=CN2)C=CC(=N1)C1CN(CCC1)C(C=C)=O)F)C 1-(3-(4-((4-([1,2,4]triazolo[1,5-a]pyridin-7-yloxy)-2-fluoro-3-methylphenyl)amino)pyrido[3,2-d]pyrimidin-6-yl)piperidin-1-yl)prop-2-en-1-one